O[C@H]1[C@@H](CC1)N1C[C@@H](CCC1)NC1=NN=C(C=2N1N=CC2)C2=C(C=C(C=C2)C(F)(F)F)O 2-(7-(((R)-1-((1R,2R)-2-hydroxycyclobutyl)piperidin-3-yl)amino)pyrazolo[1,5-d][1,2,4]triazin-4-yl)-5-(trifluoromethyl)phenol